ethyl chloroacetate (ethyl chloroacetate) C(C)C(C(=O)O)Cl.ClCC(=O)OCC